tert-butyl 3-acetylazetidine-1-carboxylate C(C)(=O)C1CN(C1)C(=O)OC(C)(C)C